1-bromo-4-cyclopropylsulfanyl-benzene BrC1=CC=C(C=C1)SC1CC1